5-Amino-3-methyl-4-isoxazolecarboxylic acid NC1=C(C(=NO1)C)C(=O)O